CN1C=CC=CC1=O 1-methyl-6-oxo-1,6-dihydropyridin